1,4-dimethylbutane-1,4-diol CC(CCC(O)C)O